2,5-dichloro-4-methylaniline ClC1=C(N)C=C(C(=C1)C)Cl